[C@H]1([C@@H](O)[C@H](O)[C@H](O)[C@@H](O1)C)F β-fucosyl fluoride